7-nitro-1H-indole-3-carbaldehyde [N+](=O)([O-])C=1C=CC=C2C(=CNC12)C=O